(2S,5R)-2-(N-((5-methylisoxazol-4-yl) sulfonyl) carbamimidoyl)-7-oxo-1,6-diazabicyclo[3.2.1]octan-6-yl hydrogen sulfate S(=O)(=O)(ON1[C@@H]2CC[C@H](N(C1=O)C2)C(NS(=O)(=O)C=2C=NOC2C)=N)O